C(C)OC1=CC=C(C=C1)CCCC[C@@H](C(=O)O)N1CCN(CCN(CCN(CC1)CC(=O)O)CC(=O)O)CC(=O)O (2S)-6-(4-ethoxyphenyl)-2-[4,7,10-tris(carboxymethyl)-1,4,7,10-tetraazacyclododecane-1-yl]hexanoic acid